C(C)(C)(C)OC(NC1CCC2=C(N(C1=O)C)C(=CC(=C2)F)F)=O 7,9-difluoro-1-methyl-2-oxo-2,3,4,5-tetrahydro-1H-benzo[b]azepin-3-ylcarbamic acid tert-butyl ester